O1C(=CC=C1)P(C=1[C-](C=CC1)[C@H](C)P(C1=CC(=CC(=C1)C)C)C1=CC(=CC(=C1)C)C)C=1OC=CC1.[CH-]1C=CC=C1.[Fe+2] (S)-1-[(R)-2-(di-2-furylphosphino)ferrocenyl]Ethyl-bis-3,5-xylylphosphine